2,2-dimethyl-4H-3,1-benzooxathiolane CC1(SC2C(O1)=CC=CC2)C